1-cyclopentyl-4-nitro-1H-pyrazole C1(CCCC1)N1N=CC(=C1)[N+](=O)[O-]